1-((Boc)amino)-4-oxo-1,4-dihydropyridine-3-carboxylic acid ethyl ester C(C)OC(=O)C1=CN(C=CC1=O)NC(=O)OC(C)(C)C